N-(cyclopropylsulfonyl)-3-((2,6-dimethylbenzyl)thio)-4-methoxybenzamide C1(CC1)S(=O)(=O)NC(C1=CC(=C(C=C1)OC)SCC1=C(C=CC=C1C)C)=O